1-(3-(1H-1,2,4-triazol-1-yl)azetidin-1-yl)-2-(2-((3R,4R)-3-amino-4-fluoropiperidin-1-yl)-5,6-difluoro-1H-benzo[d]imidazol-1-yl)ethanone N1(N=CN=C1)C1CN(C1)C(CN1C(=NC2=C1C=C(C(=C2)F)F)N2C[C@H]([C@@H](CC2)F)N)=O